(R,E)-2-cyano-N-(1-(3,4-dimethoxyphenyl)ethyl)-3-(5-(4-(2-(dimethylamino)ethyl)phenyl)-1H-pyrrolo[2,3-b]pyridin-3-yl)acrylamide C(#N)/C(/C(=O)N[C@H](C)C1=CC(=C(C=C1)OC)OC)=C\C1=CNC2=NC=C(C=C21)C2=CC=C(C=C2)CCN(C)C